ClC=1C(N(C=C(C1C)C1=C(C2=NC(=CC=C2N1)C1CCN(CC1)C1CCOCC1)C(C)C)C)=O 3-chloro-5-(3-isopropyl-5-(1-(tetrahydro-2H-pyran-4-yl)piperidin-4-yl)-1H-pyrrolo[3,2-b]Pyridin-2-yl)-1,4-dimethylpyridin-2(1H)-one